C(CCCS(=O)(=O)O)S(=O)(=O)O.[C@@H]1([C@H](O)[C@H](O)[C@@H](CN[C@@H](CCSC)C(=O)O)O1)N1C=NC=2C(N)=NC=NC12 adenosylmethionine butandisulfonate